4-(6-cyano-5-fluoropyridin-2-yl)-N-((1s,3s)-3-hydroxy-3-(trifluoromethyl)cyclobutyl)-N,3-dimethylbenzenesulfonamide C(#N)C1=C(C=CC(=N1)C1=C(C=C(C=C1)S(=O)(=O)N(C)C1CC(C1)(C(F)(F)F)O)C)F